methyl-((3S,5S)-5-phenylpyrrolidin-3-yl)carbamic acid tert-butyl ester C(C)(C)(C)OC(N([C@@H]1CN[C@@H](C1)C1=CC=CC=C1)C)=O